N1N=CC=2C1=NC=C(C2)N2CC1(C2)CC(C1)N(C(=O)NC=1C=NC=C(C1)OC(F)(F)F)C 1-(2-(1H-pyrazolo[3,4-b]pyridin-5-yl)-2-azaspiro[3.3]heptan-6-yl)-1-methyl-3-(5-(trifluoromethoxy)pyridin-3-yl)urea